C(C1=CC=CC=C1)NC(CC1=CC=C(C=C1)OC)=O N-benzyl-2-(4-methoxyphenyl)acetamide